N[C@H](C)C=1C=C(C=C2C(N(C(NC12)=O)C)=O)C (R)-8-(1-aminoethyl)-3,6-dimethylquinazoline-2,4(1H,3H)-dione